COC1(C=CCCC1)OC 3,3-dimethoxycyclohex-1-ene